O=C1C2=CN(C(=C2CCC1)C(=O)OCC)S(=O)(=O)C1=CC=CC=C1 ethyl 4-oxo-2-(phenylsulfonyl)-4,5,6,7-tetrahydro-2H-isoindol-1-carboxylate